BrC(C)C1=CC(=CC=2C=3N(C(=NC12)N1CCC(CC1)(C)C)C=NN3)C 7-(1-Bromoethyl)-5-(4,4-dimethylpiperidin-1-yl)-9-methyl-[1,2,4]triazolo[4,3-c]quinazoline